CC1=C(CSCC2=C(C(=CC=C2)C)C)C=CC=C1C 2,3-dimethylbenzyl sulfide